N-methyl-5,6,7,8-tetrahydroquinolin-8-amine dihydrochloride Cl.Cl.CNC1CCCC=2C=CC=NC12